[1-[4-[1-(4-hydroxy-3,5-dimethylphenyl)-1-methylethyl]phenyl]ethylidene]bis(2,6-dimethylphenol) OC1=C(C=C(C=C1C)C(C)(C)C1=CC=C(C=C1)C(C)(C=1C(=C(C(=CC1)C)O)C)C=1C(=C(C(=CC1)C)O)C)C